CC(C)(C)C1=CC2=C(OP(OC3=C2C=C(C=C3C(C)(C)C)C(C)(C)C)OCCN(CCOP3OC2=C(C4=C(O3)C(=CC(=C4)C(C)(C)C)C(C)(C)C)C=C(C=C2C(C)(C)C)C(C)(C)C)CCOP2OC4=C(C3=C(O2)C(=CC(=C3)C(C)(C)C)C(C)(C)C)C=C(C=C4C(C)(C)C)C(C)(C)C)C(=C1)C(C)(C)C tris[2-[[2,4,8,10-tetrakis(1,1-dimethylethyl)dibenzo[d,f][1,3,2]dioxaphosphepin-6-yl]oxy]ethyl]amine